2,2-diphenylbenzo[d][1,3]dioxol-4-yl 3-(2-(naphthalen-1-yl) ethyl)-1H-pyrazole-5-carboxylate C1(=CC=CC2=CC=CC=C12)CCC1=NNC(=C1)C(=O)OC1=CC=CC=2OC(OC21)(C2=CC=CC=C2)C2=CC=CC=C2